N-(3-(1-(4-fluorophenyl)vinyl)-5-isopropyl-[1,1'-biphenyl]-4-yl)benzamide FC1=CC=C(C=C1)C(=C)C=1C=C(C=C(C1NC(C1=CC=CC=C1)=O)C(C)C)C1=CC=CC=C1